CC1(OCCN(C1)CCNC(C1=CN=C(C(=C1)NC1=NN(C=2C=3N(N=CC21)C=C(C3)C=3C=NN(C3)C)C)C)=O)C N-(2-(2,2-dimethylmorpholino)ethyl)-6-methyl-5-((1-methyl-8-(1-methyl-1H-pyrazol-4-yl)-1H-pyrazolo[3,4-d]pyrrolo[1,2-b]pyridazin-3-yl)amino)nicotinamide